2-hydroxy-2-sulfinatoacetic acid dipotassium salt [K+].[K+].OC(C(=O)O)S(=O)[O-].OC(C(=O)O)S(=O)[O-]